tert-butyl 3-((6-(3-(tert-butoxy)-2-hydroxy-3-oxopropoxy)imidazo-[1,2-a]pyridin-2-yl)methyl)azetidine-1-carboxylate C(C)(C)(C)OC(C(COC=1C=CC=2N(C1)C=C(N2)CC2CN(C2)C(=O)OC(C)(C)C)O)=O